COC=1C=C(C=CC1OC)C1=CC=2C=NC(=CC2N1C)C1CCN(CC1)CC=1C=NC(=CC1)C(F)(F)F 2-(3,4-Dimethoxyphenyl)-1-methyl-6-(1-((6-(trifluoromethyl)pyridin-3-yl)methyl)piperidin-4-yl)-1H-pyrrolo[3,2-c]pyridin